COC=1C(=COC1)O 4-methoxy-3-hydroxyfuran